COCCN1CCN(CC1)S(=O)(=O)C=1C=C(C#N)C=CC1C 3-((4-(2-methoxyethyl)piperazin-1-yl)sulfonyl)-4-methylbenzonitrile